[Al].C(C)NCC diethylamine aluminum